SC(C(=O)OCCOC(C(C)(C)S)=O)(C)C Ethylene glycol bis(2-mercaptoisobutyrate)